ethyl (3R)-6-(2-((2-(4-fluorophenyl)-5-(trifluoromethyl)-1H-imidazol-1-yl)methyl)phenoxy)-3-methylhexanoate FC1=CC=C(C=C1)C=1N(C(=CN1)C(F)(F)F)CC1=C(OCCC[C@H](CC(=O)OCC)C)C=CC=C1